2-dicyclohexylphosphino-2'-(N,N-dimethylamino)-1,1'-biphenyl C1(CCCCC1)P(C1=C(C=CC=C1)C1=C(C=CC=C1)N(C)C)C1CCCCC1